C(C)(C)(C)OC(=O)N1CC(CC1)(CO)N.O=C1OC(C2=CC(=CC=C12)C(=O)OC1=CC=C(C=C1)C1=CC=C(C=C1)OC(=O)C=1C=C2C(OC(C2=CC1)=O)=O)=O 4,4'-bis(1,3-dioxo-1,3-dihydroisobenzofuran-5-ylcarbonyloxy)biphenyl tert-butyl-3-amino-3-(hydroxymethyl)pyrrolidine-1-carboxylate